N-(2-chloro-5-(4,4,5,5-tetramethyl-1,3,2-dioxaborolan-2-yl)pyridin-3-yl)methanesulfonamide ClC1=NC=C(C=C1NS(=O)(=O)C)B1OC(C(O1)(C)C)(C)C